(2-methoxyethyl)isobutyramide COCCC(C(=O)N)(C)C